[C@H]1(C[C@H](CC1)O)O trans-cyclopentane-1,3-diol